[Si](C)(C)(C(C)(C)C)OC[C@H](C=1C=C(C=CC1)C)N1C(N2C(C1)=CC(=C2)B2OC(C(O2)(C)C)(C)C)=O (S)-2-(2-((tert-Butyldimethylsilyl)oxy)-1-(m-tolyl)ethyl)-6-(4,4,5,5-tetramethyl-1,3,2-dioxaborolan-2-yl)-1H-pyrrolo[1,2-c]imidazol-3(2H)-one